glycyl-N-methylglycyl-N-methylglycine benzyl ester C(C1=CC=CC=C1)OC(CN(C)C(CN(C)C(CN)=O)=O)=O